NC1=C(C(=NN1C(C)C)C(=O)C=1C=C(C=NC1F)NC(CC1=CC=C(C=C1)Cl)=O)C#N N-(5-(5-amino-4-cyano-1-isopropyl-1H-pyrazole-3-carbonyl)-6-fluoropyridin-3-yl)-2-(4-chlorophenyl)acetamide